1-(4-(3-fluoro-5-(trifluoromethyl)benzyl)-3-oxo-3,4-dihydro-2H-benzo[b][1,4]oxazin-7-yl)-3-(1H-indol-6-yl)urea FC=1C=C(CN2C3=C(OCC2=O)C=C(C=C3)NC(=O)NC3=CC=C2C=CNC2=C3)C=C(C1)C(F)(F)F